C(C#CC)(=O)N[C@H]1CN(CCC1)C1=CC(C(N=C1)=O)=O (R)-5-(3-But-2-ynamidopiperidin-1-yl)-2,3-dioxo-pyridine